2-(2,6-dioxo-3-piperidyl)-4-[4-(hydroxymethyl)-1-piperidyl]isoindoline-1,3-dione O=C1NC(CCC1N1C(C2=CC=CC(=C2C1=O)N1CCC(CC1)CO)=O)=O